FC(C(=O)O)(F)F.FC(C(=O)O)(F)F.C(C1=CC=CC=C1)(=O)N benzamide di-trifluoroacetate